(1S,2S)-2',3'-dihydrospiro[cyclopropane-1,1'-indene]-2-carboxylic acid [C@]12(CCC3=CC=CC=C13)[C@H](C2)C(=O)O